3,3-dimethyl-1-butyl methacrylate C(C(=C)C)(=O)OCCC(C)(C)C